1-(6-aminobenzo[d]thiazol-2-yl)-3-(6-(4-isopropyl-4H-1,2,4-triazol-3-yl)pyridin-2-yl)urea NC1=CC2=C(N=C(S2)NC(=O)NC2=NC(=CC=C2)C2=NN=CN2C(C)C)C=C1